FC(S(=O)(=O)N[C@H](COC1=NC=CC(=C1)C(=O)O)C)(F)F (2S)-2-(trifluoromethylsulfonylamino)propoxylpyridine-4-carboxylic acid